FC1CC(NC1)C(=O)O 4-fluoropyrrolidine-2-carboxylic acid